NC1=C(C=2C=3N(C=NC2N1C1=C(C(=CC=C1C)O)C)C(=CN3)C)C(=O)N 8-amino-7-(3-hydroxy-2,6-dimethylphenyl)-3-methyl-7H-imidazo[1,2-c]pyrrolo[3,2-e]pyrimidine-9-carboxamide